ClC=1C=C(C=CC1)N(S(=O)(=O)C=1C=C2C(C(NC2=CC1)=O)=CC=1NC(=C(C1C)C(=O)N1CCN(CC1)C)C)C N-(3-chlorophenyl)-3-({3,5-dimethyl-4-[(4-methylpiperazin-1-yl)carbonyl]-1H-pyrrol-2-yl}methylene)-N-methyl-2-oxoindoline-5-sulfonamide